CC(=O)OC[C@@H](C(=O)O)N O-Acetyl-L-serine